C(C)OC(=O)C1CN(CCC1)C1=NC=NC2=C(C=CC=C12)C 1-(8-methyl-quinazolin-4-yl)piperidine-3-carboxylic acid ethyl ester